2-methyl-2-(4-((5-oxo-4-(4-(trifluoromethoxy)phenyl)-4,5-dihydro-1H-1,2,4-triazol-1-yl)methyl)-2-(trifluoromethyl)phenoxy)propanoic acid CC(C(=O)O)(C)OC1=C(C=C(C=C1)CN1N=CN(C1=O)C1=CC=C(C=C1)OC(F)(F)F)C(F)(F)F